S1C(=NC2=C1C=CC=C2)NC(=O)C=2C=CC=C1CCN(CC21)C2=CC=C(C(=N2)C(=O)OC(C)(C)C)C=2C(=C(OC1=CC=C(C=C1)CCCC(=O)O)C=CC2)C 4-(4-(3-(6-(8-(benzo[d]thiazol-2-ylcarbamoyl)-3,4-dihydroisoquinolin-2(1H)-yl)-2-(tert-butoxycarbonyl)pyridin-3-yl)-2-methylphenoxy)phenyl)butanoic acid